C12(C(=O)C(C(CC1)C2(C)C)=NO)C (+)-camphorquinone 3-oxime